C1(CC1)C1=NC=NC(=C1C1=NC=C(C(=N1)OCC1=CC=C(C=C1)C=1N(C=C(N1)C(F)(F)F)C)OC)OCC 2-(4-cyclopropyl-6-ethoxy-pyrimidin-5-yl)-5-methoxy-4-[[4-[1-methyl-4-(trifluoromethyl)imidazol-2-yl]phenyl]methoxy]pyrimidine